CC1(OC2=C(C1)C=C(C(=C2)N2CCOCC2)NC(=O)C=2N=C(OC2)N2[C@H](COCC2)C)C (S)-N-(2,2-Dimethyl-6-morpholino-2,3-dihydrobenzofuran-5-yl)-2-(3-methylmorpholino)oxazole-4-carboxamide